[2H]C(C)C=1C=CC=C2C=CC=NC12 8-(α-Deuterioethyl)quinoline